CN1N=CC(=C1)C=1C=C(C=2N(C1)N=CC2C#N)C=2C=NC(=CC2)N2CC1N(C(C2)C1)CC#CC=1C=NC=CC1 6-(1-methylpyrazol-4-yl)-4-[6-[6-[3-(3-pyridinyl)prop-2-ynyl]-3,6-diazabicyclo[3.1.1]heptan-3-yl]-3-pyridinyl]pyrazolo[1,5-a]pyridine-3-carbonitrile